C(C)(C)(C)C1=C(C=CC(=C1)[N+](=O)[O-])NC(C)=O N-(2-(tert-butyl)-4-nitrophenyl)acetamide